cis-7-Amino-1-(4-aminocyclohexyl)-3-(2-fluoro-6-methyl-phenyl)-4H-pyrido[4,3-d]pyrimidin-2-one NC1=CC=2N(C(N(CC2C=N1)C1=C(C=CC=C1C)F)=O)[C@@H]1CC[C@@H](CC1)N